FC1=C(C(=CC=C1)F)C1=CC=NC2=CC(=CC=C12)O[C@@H](C(=O)N1C[C@H](CCC1)CC(=O)O)C 2-[(3R)-1-[(2R)-2-[[4-(2,6-difluorophenyl)-7-quinolyl]oxy]propanoyl]-3-piperidyl]acetic acid